ClC=1C(=C(C(=O)OC)C(=C(C1O)C)O)C methyl 3-chloro-4,6-dihydroxy-2,5-dimethylbenzoate